BrC=1C(=C(C=CC1)NC(C1=NC=C(C=C1C)C(OC)OC)=O)Cl N-(3-bromo-2-chlorophenyl)-5-(dimethoxymethyl)-3-methylpicolinamide